NC/C=C/C(=O)N1CC2=C([C@@H](C1)C1=C(C(=CC=C1)F)C=1C(=NN(C1)CC)C(F)(F)F)C=C(S2)C#N (S)-6-((E)-4-aminobut-2-enoyl)-4-((S)-2-(1-ethyl-3-(trifluoromethyl)-1H-pyrazol-4-yl)-3-fluorophenyl)-4,5,6,7-tetrahydrothieno[2,3-c]pyridine-2-carbonitrile